O[C@@H]1CC[C@H]([C@@H](C1)C1=C(C=C(C=C1)C(C)(CCCCCC)C)O)CCCO 2-[(1r,2r,5r)-5-hydroxy-2-(3-hydroxypropyl)cyclohexyl]-5-(2-methyloctan-2-yl)phenol